NC1=C(C=C(C(=C1F)F)F)C=1C(=CC2=C(N(C(N=C2N2[C@H](CN([C@@H](C2)C)C(C=C)=O)C)=O)C=2C(=NC=CC2C)C(C)C)N1)Cl (M)-7-(2-Amino-3,4,5-trifluoro-phenyl)-6-chloro-4-[(2S,5R)-2,5-dimethyl-4-prop-2-enoyl-piperazin-1-yl]-1-(2-isopropyl-4-methyl-3-pyridyl)pyrido[2,3-d]pyrimidin-2-one